8-[(2S)-1-hydroxypropan-2-yl]pyrido[2,3-d]pyrimidin-7(8H)-one OC[C@H](C)N1C(C=CC2=C1N=CN=C2)=O